hexamethylbenzene CC1=C(C(=C(C(=C1C)C)C)C)C